ClC=1C=C(C=CC1N1CCOCC1)NC(=O)[C@H]1CNCC1 (R)-N-(3-chloro-4-morpholinophenyl)pyrrolidine-3-carboxamide